ethyl-(phenyl)aminomethyldithiosodium sulfate S(=O)(=O)(O)O.C(C)C(SS[Na])NC1=CC=CC=C1